O/N=C(\C(CO)(C)C)/N (E)-N',3-dihydroxy-2,2-dimethylpropanimidamide